CN(C(OC(C)(C)C)=O)C1=CC=C2C(=CC(=NC2=C1)[C@@H]1[C@H](C1)C1=NC=CC(=N1)C)N1CC2(COC2)C1 tert-butyl methyl(2-((1S,2S)-2-(4-methylpyrimidin-2-yl)cyclopropyl)-4-(2-oxa-6-azaspiro[3.3]heptan-6-yl)quinolin-7-yl)carbamate